1-Isopropyl-N-((S)-4,4,4-trifluoro-3,3-dimethyl-1-(6-((S*)-1-(4,4,4-trifluorobutanamido)ethyl)-1H-benzo[d]imidazol-2-yl)butyl)-1H-pyrazole-5-carboxamide C(C)(C)N1N=CC=C1C(=O)N[C@@H](CC(C(F)(F)F)(C)C)C1=NC2=C(N1)C=C(C=C2)[C@H](C)NC(CCC(F)(F)F)=O |o1:29|